CC1=CC[C@H]([C@H]([C@@H]1OC=C)C)C (4R,5R,6S)-1,4,5-trimethyl-6-vinyloxy-cyclohexene